eicosyl n-octadecanoate C(CCCCCCCCCCCCCCCCC)(=O)OCCCCCCCCCCCCCCCCCCCC